7-chloro-N-(3-fluoro-5-iodo-Phenyl)-2-hydrazino-N-(2,2,2-trifluoroethyl)quinazolin-4-amine ClC1=CC=C2C(=NC(=NC2=C1)NN)N(CC(F)(F)F)C1=CC(=CC(=C1)I)F